5-fluoro-N-((3R,4R)-3-fluoro-1-(methylsulfonyl)piperidin-4-yl)-7-(2,4,6-trifluorophenyl)pyrrolo[2,1-f][1,2,4]triazin-2-amine FC=1C=C(N2N=C(N=CC21)N[C@H]2[C@@H](CN(CC2)S(=O)(=O)C)F)C2=C(C=C(C=C2F)F)F